C[N+](CCC[Si](OC)(OC)OC)(CCCCCCCCCCCCCCCCCC)C dimethyloctadecyl-(3-(trimethoxysilyl)propyl)ammonium